S(=O)(=O)([O-])[O-].C(#N)C(CC[N-]C)=CC=CN(C)C 2-cyano-5-dimethylamino-2,4-pentadienyldimethylamide sulfate